FC1=C(C(=NC=C1)OC)CNC(OC(C)(C)C)=O tert-butyl N-[(4-fluoro-2-methoxy-3-pyridyl)methyl]carbamate